hexatrienone CC(C=C=C=C)=O